2-((1R,6S)-6-(difluoromethyl)-3-azabicyclo[4.1.0]heptan-3-yl)-N-(6-(4,4-difluoropiperidin-1-yl)pyridin-2-yl)-6-fluoro-4-((2-hydroxyethyl)sulfonamido)benzamide FC([C@]12CCN(C[C@@H]2C1)C1=C(C(=O)NC2=NC(=CC=C2)N2CCC(CC2)(F)F)C(=CC(=C1)NS(=O)(=O)CCO)F)F